1-butyl-3-methylimidazole hydrogensulfate S(=O)(=O)(O)O.C(CCC)N1CN(C=C1)C